The molecule is a single-strand DNA oligonucleotide comprised of three deoxyadenosine, two deoxycytidine, four thymidine and eight deoxyguanidine residues connected by 3'->5' phosphodiester linkages in the sequence G-C-G-T-G-A-T-T-A-T-G-G-A-C, with a (6-4) lesion at the central two thymidine residues. CC1=CN(C(=O)NC1=O)[C@H]2C[C@@H]([C@H](O2)COP(=O)(O)O[C@H]3C[C@@H](O[C@@H]3COP(=O)(O)O[C@H]4C[C@@H](O[C@@H]4COP(=O)(O)O[C@H]5C[C@@H](O[C@@H]5CO)N6C=NC7=C6N=C(NC7=O)N)N8C=CC(=NC8=O)N)N9C=NC1=C9N=C(NC1=O)N)OP(=O)(O)OC[C@@H]1[C@H](C[C@@H](O1)N1C=NC2=C1N=C(NC2=O)N)OP(=O)(O)OC[C@@H]1[C@H](C[C@@H](O1)N1C=NC2=C(N=CN=C21)N)OP(=O)(O)OC[C@@H]1[C@@H]2C[C@@H](O1)N1[C@@H](C3=NC(=O)N(C=C3C)[C@H]3C[C@@H]([C@H](O3)COP(=O)(O2)O)OP(=O)(O)OC[C@@H]2[C@H](C[C@@H](O2)N2C=NC3=C(N=CN=C32)N)OP(=O)(O)OC[C@@H]2[C@H](C[C@@H](O2)N2C=C(C(=O)NC2=O)C)OP(=O)(O)OC[C@@H]2[C@H](C[C@@H](O2)N2C=NC3=C2N=C(NC3=O)N)OP(=O)(O)OC[C@@H]2[C@H](C[C@@H](O2)N2C=NC3=C2N=C(NC3=O)N)OP(=O)(O)OC[C@@H]2[C@H](C[C@@H](O2)N2C=NC3=C(N=CN=C32)N)OP(=O)(O)OC[C@@H]2[C@H](C[C@@H](O2)N2C=CC(=NC2=O)N)O)[C@@](C(=O)NC1=O)(C)O